undecyl-fluorocyclohexanesulfonyl fluoride C(CCCCCCCCCC)C1C(CCCC1)(S(=O)(=O)F)F